tert-butyl (2S,4S)-4-(7-bromo-6-fluoro-8-methyl-4-(methylthio)-1H-imidazo[4,5-c]quinolin-1-yl)-2-(cyanomethyl)piperidine-1-carboxylate BrC=1C(=CC=2C3=C(C(=NC2C1F)SC)N=CN3[C@@H]3C[C@H](N(CC3)C(=O)OC(C)(C)C)CC#N)C